C(CCC)C1C2(CCC(CN1)N2)CC#N butyl-1-(cyanomethyl)-3,8-diazabicyclo[3.2.1]octane